C(C)OCOC1=C(C=CC(=C1)C#C)C1=C(N=C(N=N1)NC(CN(C(OC(C)(C)C)=O)C)=O)C1CC1 tert-butyl (2-((6-(2-(ethoxymethoxy)-4-ethynylphenyl)-5-cyclopropyl-1,2,4-triazin-3-yl)amino)-2-oxoethyl)(methyl)carbamate